C(C)(C)(C)OC(=O)N1[C@@H](CN([C@H](C1)COS(=O)(=O)C)C=1C=2C(N(C(C1)=O)C)=CN(N2)C2OCCCC2)C (2r,5r)-2-methyl-4-(4-methyl-5-oxo-2-(tetrahydro-2H-pyran-2-yl)-4,5-dihydro-2H-pyrazolo[4,3-b]Pyridin-7-yl)-5-(((methylsulfonyl)oxy)methyl)piperazine-1-carboxylic acid tert-butyl ester